BrC1=CC=C(C=C1)[C@@H]([C@H](NC)C1=CC=C(C=C1)Br)O (1S,2R)-1,2-bis(4-bromophenyl)-2-(methylamino)ethanol